NC1=NC=CC(=N1)NC1=CC=C(C=C1)NC([C@H](C1=CC=CC=C1)N1C(C2=CC=C(C=C2C1)C1=CC=C(C=C1)N1CCN(CC1)C)=O)=O (S)-N-(4-((2-aminopyrimidin-4-yl)amino)phenyl)-2-(5-(4-(4-methylpiperazin-1-yl)phenyl)-1-oxoisoindolin-2-yl)-2-phenylacetamide